CCCC\C=C/CCCC cis-5-decene